[C@H]12COC[C@H](CN(C1)C=1C3=C(N=C(N1)OC[C@]14CCCN4C[C@@H](C1)F)C(=C(N=C3)C3=CC(=CC1=CC=C(C(=C31)F)F)O)F)O2 4-(4-((1R,5S)-3,9-Dioxa-7-azabicyclo[3.3.1]nonan-7-yl)-8-fluoro-2-(((2R,7aS)-2-fluorotetrahydro-1H-pyrrolizin-7a(5H)-yl)methoxy)pyrido[4,3-d]pyrimidin-7-yl)-5,6-difluoronaphthalen-2-ol